N-[oxybis(2,1-ethanediyloxy-3,1-propanediyl)]bisacrylamide O(CCOCCCC=CC(=O)N)CCOCCCC=CC(=O)N